COC[C@H]1CCC2=CC=3CCCC3C(=C12)NC(=O)N=[S@@](=O)(N)C=1C=NN2C1OC[C@H](C2)C (S,6S)-N'-(((S)-3-(methoxymethyl)-1,2,3,5,6,7-hexahydro-s-indacen-4-yl)carbamoyl)-6-methyl-6,7-dihydro-5H-pyrazolo[5,1-b][1,3]oxazine-3-sulfonimidamide